ClC=1C(=NN(C1C(F)F)CC=1C=C(C=CC1OC)/C=C/C(=O)C1=CC=C(C=C1)O)C(F)F (E)-3-[3-[[4-Chloro-3,5-bis(difluoromethyl)pyrazol-1-yl]methyl]-4-methoxyphenyl]-1-(4-hydroxyphenyl)prop-2-en-1-one